1-(2-(4-Bromophenyl)-2-oxoethyl)-4-cyanopyridin-1-ium bromide [Br-].BrC1=CC=C(C=C1)C(C[N+]1=CC=C(C=C1)C#N)=O